CN1C2=C(CC[C@H](C1=O)NC(=O)C1=NC=CC(=C1)OC1=CC=CC=C1)C=CC(=C2)N2CC1(C2)CCOCC1 |r| (±)-N-(1-methyl-2-oxo-8-(7-oxa-2-azaspiro[3.5]nonan-2-yl)-2,3,4,5-tetrahydro-1H-benzo[b]azepin-3-yl)-4-phenoxypyridine-2-carboxamide